5-(3-((3-chlorophenyl)ethynyl)-2-fluoro-6-hydroxyphenyl)-1,2,5-thiadiazolidin-3-one 1,1-dioxide ClC=1C=C(C=CC1)C#CC=1C(=C(C(=CC1)O)N1CC(NS1(=O)=O)=O)F